(2-(1-(3-hydroxypropyl)-2,3-dihydro-1H-pyrrolo[1,2,3-de]quinoxalin-5-yl)-7-methoxy-1-((1-methyl-1H-pyrazol-4-yl)methyl)-1H-benzo[d]imidazol-5-yl)methanone OCCCN1CCN2C=3C(=CC=CC13)C=C2C2=NC1=C(N2CC=2C=NN(C2)C)C(=CC(=C1)C=O)OC